C(#N)C1=CC(=NC=C1)N1C=C(C2=C1N=CN=C2N2[C@H](CN(CC2)C(=O)OC(C)(C)C)C)N(C)C(C)C tert-Butyl (S)-4-(7-(4-cyanopyridin-2-yl)-5-(isopropyl(methyl)amino)-7H-pyrrolo[2,3-d]pyrimidin-4-yl)-3-methylpiperazine-1-carboxylate